6-[5-(4-chlorophenyl)-1-[4-(trifluoromethyl)-3-pyridyl]pyrrol-2-yl]-N-[2-(dimethylamino)ethyl]-pyridine-3-carboxamide ClC1=CC=C(C=C1)C1=CC=C(N1C=1C=NC=CC1C(F)(F)F)C1=CC=C(C=N1)C(=O)NCCN(C)C